C(C)(=O)N1C(/C(/C2=CC=C(C=C12)C(F)(F)F)=C/C1=C(C(=CC=C1)Cl)F)=O (E)-1-acetyl-3-(3-chloro-2-fluorobenzylidene)-6-(trifluoromethyl)indol-2-one